Oxazol-4-amine O1C=NC(=C1)N